BrC1=C2N(C=3C(=C(C=C(C13)N(C(OC(C)(C)C)=O)CC)Cl)Cl)CCN(C2=O)C tert-butyl N-(10-bromo-6,7-dichloro-2-methyl-1-oxo-3,4-dihydropyrazino[1,2-a]indol-9-yl)-N-ethyl-carbamate